BrC=1C(=NC(=NC1OC)N)C1=CC=C(C=C1)F 5-bromo-4-(4-fluorophenyl)-6-methoxypyrimidin-2-amine